ethyl (E)-3-(3-amino-5-(trifluoromethyl) pyridin-2-yl)acrylate NC=1C(=NC=C(C1)C(F)(F)F)/C=C/C(=O)OCC